IC=1C(=CC=NC1)N 5-iodopyridin-4-amine